2,4-dimethylcyclohexene-3-carboxaldehyde CC1=CCCC(C1C=O)C